BrC1=C(C=CC(=C1F)C)OCOC 2-bromo-3-fluoro-1-(methoxymethoxy)-4-methylbenzene